dimethyl-3,4-dichlorobenzyl-ammonium chloride [Cl-].C[NH+](CC1=CC(=C(C=C1)Cl)Cl)C